F[C@@H]1[C@@H]([C@@H](N(C1)C(=O)N(C)C)CC=1C(=C(C=CC1)C1=CC=CC=C1)F)NS(=O)(=O)C (2S,3R,4S)-4-fluoro-2-[(2-fluoro[1,1'-biphenyl]-3-yl)methyl]-3-[(methanesulfonyl)amino]-N,N-dimethylpyrrolidine-1-carboxamide